3-allyl-1,2-benzenediol C(C=C)C1=C(C(=CC=C1)O)O